CS(=O)(=O)OCC#CC=1C=NC(=C(C1)C)C=1N=NN(C1)CC1OCCCC1 3-(5-methyl-6-(1-((tetrahydro-2H-pyran-2-yl)methyl)-1H-1,2,3-triazol-4-yl)pyridin-3-yl)prop-2-yn-1-yl methanesulfonate